Methyl (S)-5-(4-((1-(7-amino-2-(furan-2-yl)-[1,2,4]triazolo[1,5-a][1,3,5]triazin-5-yl)piperidin-3-yl)methyl)piperazin-1-yl)pyrazine-2-carboxylate NC1=NC(=NC=2N1N=C(N2)C=2OC=CC2)N2C[C@@H](CCC2)CN2CCN(CC2)C=2N=CC(=NC2)C(=O)OC